methyl (7S)-3-[trans-3-(methoxycarbonyl)cyclohexyl]-7-methyl-2-(2-phenylethyl)-3H,6H,7H,8H,9H-imidazo[4,5-f]quinoline-6-carboxylate COC(=O)[C@@H]1C[C@H](CCC1)N1C(=NC2=C3CC[C@@H](N(C3=CC=C21)C(=O)OC)C)CCC2=CC=CC=C2